C(#N)C=1C(=C(C(=O)O)C=CN1)C(=C)C 2-cyano-3-(prop-1-en-2-yl)isonicotinic acid